9-cyclopentyl-5,6-dihydro-7-ethyl-3-(2-thienyl)-9H-pyrazolo[3,4-c]-1,2,4-triazolo[4,3-a]pyridine C1(CCCC1)N1N=C(C2=C1C=1N(CC2)C(=NN1)C=1SC=CC1)CC